N1N=CC(=C1)CCNC1=NC(=NC(=C1C)C)C(=O)NC(C=1N(C=CN1)C)C1=CC(=CC=C1)F 4-((2-(1H-pyrazol-4-yl)ethyl)amino)-N-((3-fluorophenyl)(1-methyl-1H-imidazol-2-yl)methyl)-5,6-dimethylpyrimidine-2-carboxamide